FC=1C=C2C=NN(C2=CC1COC1=CC=CC(=N1)C1CCNCC1)CCOC 4-(6-((5-Fluoro-1-(2-methoxyethyl)-1H-indazol-6-yl)methoxy)pyridin-2-yl)piperidine